C(C)(C)(C)OC(=O)N1C(CCC1)C=CC=O 3-oxoprop-1-en-1-yl-pyrrolidine-1-carboxylic acid tert-butyl ester